3-(3,4-difluoro-2-methoxyphenyl)-5,5-dimethyltetrahydrothiophene-2-carboxylic acid FC=1C(=C(C=CC1F)C1C(SC(C1)(C)C)C(=O)O)OC